O1CCN(CC1)C=1C2=C(N=CN1)N(C(=C2)C2=CC=C(C=C2)NS(=O)(=O)C2=NC=CC(=C2)CN2C[C@@H](CCC2)NC(OC(C)(C)C)=O)COCC[Si](C)(C)C tert-butyl (R)-(1-((2-(N-(4-(4-morpholino-7-((2-(trimethylsilyl)ethoxy)methyl)-7H-pyrrolo[2,3-d]pyrimidin-6-yl)phenyl)sulfamoyl)pyridin-4-yl)methyl)piperidin-3-yl)carbamate